trans-N-(4-((4-(2-(3-aminooxetan-3-yl)pyridin-4-yl)phenyl)sulfonyl)cyclohexyl)-5-(trifluoromethyl)pyridin-2-amine NC1(COC1)C1=NC=CC(=C1)C1=CC=C(C=C1)S(=O)(=O)[C@@H]1CC[C@H](CC1)NC1=NC=C(C=C1)C(F)(F)F